8-(3-(difluoromethoxy)-2-methylphenyl)-9-(4-((1-(3-fluoropropyl)azetidin-3-yl)methyl)phenyl)-6,7-dihydro-5H-benzo[7]annulene-3-carboxylic acid FC(OC=1C(=C(C=CC1)C=1CCCC2=C(C1C1=CC=C(C=C1)CC1CN(C1)CCCF)C=CC(=C2)C(=O)O)C)F